C1(CCCCCCCCCCCCCCCC1)OB(O)O cycloheptadecylboric acid